1-[(4-methoxyphenyl)methyl]-7-morpholino-pyrido[3,2-d]pyrimidine-2,4-dione COC1=CC=C(C=C1)CN1C(NC(C2=C1C=C(C=N2)N2CCOCC2)=O)=O